(2S,5S)-5-(hydroxymethyl)-2-isopropyl-1-methyl-3-oxo-1,2,3,4,5,6-hexahydro-1,4-benzodiazocine-9-carboxylic acid OC[C@H]1NC([C@@H](N(C2=C(C1)C=CC(=C2)C(=O)O)C)C(C)C)=O